NC=1C=C(C=CC1)C=1N=C(SC1)N(C(OC(C)(C)C)=O)C1=CC(=CC=C1)C(F)(F)F tert-Butyl N-[4-(3-aminophenyl)thiazol-2-yl]-N-[3-(trifluoromethyl)phenyl]carbamate